(cyclopentadienyl)(3,6-di-tert-butylfluorenyl)methane C1(C=CC=C1)CC1=CC(=CC=2C3=CC(=CC=C3CC12)C(C)(C)C)C(C)(C)C